(R)-(3-Aminopiperidin-1-yl)(2-(3-ethylbenzo[b]thiophen-2-yl)-3-methylimidazo[1,2-a]pyridin-7-yl)methanone N[C@H]1CN(CCC1)C(=O)C1=CC=2N(C=C1)C(=C(N2)C2=C(C1=C(S2)C=CC=C1)CC)C